C1(C=2C(C(N1)=O)=CC=CC2)=O e-Phthalimid